(S)-23-azido-18-(4-azidobutyl)-17,20-dioxo-4,7,10,13-tetraoxa-16,19-diazatricosanoic acid N(=[N+]=[N-])CCCC(N[C@H](C(NCCOCCOCCOCCOCCC(=O)O)=O)CCCCN=[N+]=[N-])=O